(S)-2-(4-(2-acetyl-5-chlorophenyl)-3-methoxy-6-oxopyridazin-1(6H)-yl)-N-(2-oxo-1,2,3,4-tetrahydroquinolin-6-yl)-3-phenylpropionamide C(C)(=O)C1=C(C=C(C=C1)Cl)C=1C(=NN(C(C1)=O)[C@H](C(=O)NC=1C=C2CCC(NC2=CC1)=O)CC1=CC=CC=C1)OC